NC1=C2C(=NC=N1)N(N=C2C2=CC=C(C=C2)NC(=O)NC2=C(C=CC(=C2)C(C(F)(F)F)(C(C(F)(F)F)(F)F)F)F)C(C)C 1-(4-(4-Amino-1-isopropyl-1H-pyrazolo[3,4-d]pyrimidin-3-yl)phenyl)-3-(2-fluoro-5-(perfluorobutan-2-yl)phenyl)urea